Boc-L-lysine anhydride C(=O)(OC(C)(C)C)N[C@@H](CCCCN)C(=O)OC([C@@H](NC(=O)OC(C)(C)C)CCCCN)=O